tert-butyl 2-((6-(5-cyanopyrazin-2-ylamino)-3-(trifluoromethyl)pyridazin-4-ylamino)methyl)morpholine-4-carboxylate C(#N)C=1N=CC(=NC1)NC1=CC(=C(N=N1)C(F)(F)F)NCC1CN(CCO1)C(=O)OC(C)(C)C